N-(1-amino-3,3-dimethyl-1-oxobutan-2-yl)-1-butyl-1H-indazole-3-carboxamide NC(C(C(C)(C)C)NC(=O)C1=NN(C2=CC=CC=C12)CCCC)=O